1-(1-(2-methoxyethyl)-1H-indol-4-yl)dihydropyrimidine-2,4(1H,3H)-dione COCCN1C=CC2=C(C=CC=C12)N1C(NC(CC1)=O)=O